(2-amino-6-oxo-1,6-dihydropyrimidin-5-yl)-2,2-dimethylpropionic acid methyl ester COC(C(CC1=CN=C(NC1=O)N)(C)C)=O